n-propyl α-isobutyryloxyisobutyrate C(C(C)C)(=O)OC(C(=O)OCCC)(C)C